methyl 2-isobutyryl-6-(trifluoromethyl)nicotinate C(C(C)C)(=O)C1=C(C(=O)OC)C=CC(=N1)C(F)(F)F